OC12C(C(NC1)C#N)CCC2 3a-Hydroxyoctahydrocyclopenta[c]pyrrole-1-carbonitrile